C(C)C1=C(NC(=O)OC(C)(C)C)C=CC=C1 2-ethyl-N-Bocaniline